Methanol-d4, trifluoroacetic acid salt FC(C(=O)O)(F)F.C(O[2H])([2H])([2H])[2H]